N-(2-((1S,3R)-3-((5-Isopropyl-6-(1H-pyrazol-4-yl)-[1,2,4]triazolo[1,5-a]pyridin-2-yl)amino)cyclohexyl)-3-oxoisoindolin-5-yl)acrylamide C(C)(C)C1=C(C=CC=2N1N=C(N2)N[C@H]2C[C@H](CCC2)N2CC1=CC=C(C=C1C2=O)NC(C=C)=O)C=2C=NNC2